ClC1=NC=C(C(=C1)C1=C(C=NC(=C1)C)C(=O)NC=1SC(=NN1)OCC12CC(C1)(C2)C(C)(C)F)OC 2'-chloro-N-(5-((3-(2-fluoropropan-2-yl)bicyclo(1.1.1)pentan-1-yl)methoxy)-1,3,4-thiadiazol-2-yl)-5'-methoxy-6-methyl-(4,4'-bipyridine)-3-carboxamide